NC1=NC=C(C=C1C(=O)N[C@@H]1[C@H](CCC1)OCC1=CC=C(C=C1)C1=CC=2CCC[C@@H](C2C=C1)N1CCN(CC1)C)C=1C=NN(C1)C 2-amino-N-[(1S,2S)-2-({4-[(5S)-5-(4-methylpiperazin-1-yl)-5,6,7,8-tetrahydronaphthalen-2-yl]phenyl}methoxy)cyclopentyl]-5-(1-methyl-1H-pyrazol-4-yl)pyridine-3-carboxamide